FCCN1C[C@@H](CC1)N1C(C(=CC=C1)NC1=NC=2N(C(=C1)NC)N=CC2C(=O)NC2C(CC2)OC)=O 5-((1-((R)-1-(2-fluoroethyl)pyrrolidin-3-yl)-2-oxo-1,2-dihydropyridin-3-yl)amino)-N-(2-methoxycyclobutyl)-7-(methylamino)pyrazolo[1,5-a]pyrimidine-3-carboxamide